BrC=1C(=NN(C1)C)NCC1=NC=CC=C1C(F)(F)F (4-Bromo-1-methyl-1H-pyrazol-3-yl)-(3-trifluoromethyl-pyridin-2-ylmethyl)-amine